ClC=1C(=NC(=NC1)N1C[C@H](N([C@H](C1)C)C)C)N1CC(C1)C(=O)NC(C)(C)C1=CN=C2N1C=CC=C2 1-{5-chloro-2-[(3r,5s)-3,4,5-trimethylpiperazin-1-yl]pyrimidin-4-yl}-N-(2-{imidazo[1,2-a]pyridin-3-yl}propan-2-yl)azetidine-3-carboxamide